C(C=C)(=O)OCCCN(CCC(=O)O)C 2-(acryloyloxyethyl-dimethylamino)ethanecarboxylic acid